ClC1=C(C=C2C(=NC(=NC2=C1)C)N[C@H](C)C=1C(=C(C=CC1)C(C(C)(O)C)(F)F)F)OCCOC (R)-1-(3-(1-((7-chloro-6-(2-methoxyethoxy)-2-methylquinazolin-4-yl)amino)ethyl)-2-fluorophenyl)-1,1-difluoro-2-methylpropan-2-ol